tert-Butylbenzothiazolesulfenamide C(C)(C)(C)C1=CC=CC2=C1N=C(S2)SN